3-butynediol diacetate C(C)(=O)OC(CC#C)OC(C)=O